C(CCCCCCC)C(CCCCCCCC)OC(CCCCCCCOC(=O)[C@H]1N(CC(C1)O)CCCCCCC(OCCCCCCCCCCC)=O)=O (2S)-4-hydroxy-1-(7-oxo-7-undecyloxy-heptyl)pyrrolidine-2-carboxylic acid [8-(1-octylnonyloxy)-8-oxo-octyl] ester